2-(4-(benzyloxy)-3,5-difluoro-2-iodophenyl)acetic acid C(C1=CC=CC=C1)OC1=C(C(=C(C=C1F)CC(=O)O)I)F